CC1=NC(=NC(=C1)C)NC1SCCN1C1=CC(=CC=C1)NS(=O)(=O)C 2-((4,6-dimethylpyrimidin-2-yl)amino)-N-(3-(methylsulfonamido)phenyl)thiazolidine